CN1C(=NC(=C1)C(F)(F)F)C1=CC=C(C=C1)CC1=CNC2=C1N=C(N=C2)C=2C(=NC=CC2)OCCC 7-[[4-[1-methyl-4-(trifluoromethyl)imidazol-2-yl]phenyl]methyl]-2-(2-propoxy-3-pyridyl)-5H-pyrrolo[3,2-d]pyrimidine